6-(2-hydroxy-2-methyl-propoxy)-4-methoxypyrazolo[1,5-a]pyridine-3-carbonitrile OC(COC=1C=C(C=2N(C1)N=CC2C#N)OC)(C)C